C(C1=CC=CC=C1)OC(=O)N1CC2(C1)CN(C2)CCN2C1=C(N(C([C@H](CC2)NC(=O)OC(C)(C)C)=O)C)C=CC(=C1)Cl (S)-6-(2-(4-((tert-butoxycarbonyl)amino)-9-chloro-6-methyl-5-oxo-3,4,5,6-tetrahydrobenzo[b][1,4]diazocine-1(2H)-yl)ethyl)-2,6-diazaspiro[3.3]heptane-2-carboxylic acid benzyl ester